C(CCCCCCCC)OC1=C(C=C(C=C1)C1=NOC(=N1)CCCNC(OC(C)(C)C)=O)C(F)(F)F tert-butyl (3-(3-(4-(nonyloxy)-3-(trifluoromethyl)phenyl)-1,2,4-oxadiazol-5-yl)propyl)carbamate